N-(5-chloro-6-(2H-1,2,3-triazol-2-yl)pyridin-3-yl)-1-(2-oxo-1,2-dihydroquinolin-4-yl)-5-(trifluoromethyl)-1H-pyrazole-4-carboxamide ClC=1C=C(C=NC1N1N=CC=N1)NC(=O)C=1C=NN(C1C(F)(F)F)C1=CC(NC2=CC=CC=C12)=O